Br[C@H](/C=C/C(=O)OC(C)(C)C)C tert-butyl (S,E)-4-bromopent-2-enoate